FC=1C=C(N2N=C(N=CC21)N[C@H]2[C@@H](CN(CC2)S(=O)(=O)C)F)[C@@H]2C[C@H](CC2)F 5-fluoro-N-((3R,4R)-3-fluoro-1-(methylsulfonyl)piperidin-4-yl)-7-(trans-3-fluorocyclopentyl)pyrrolo[2,1-f][1,2,4]triazin-2-amine